(3-(4-aminopyrido[3,2-d]pyrimidin-6-yl-2-d)-4-methylphenyl-ethynyl)-3-hydroxy-1-methylpyrrolidin-2-one NC=1C2=C(N=C(N1)[2H])C=CC(=N2)C=2C=C(C=CC2C)C#CC2(C(N(CC2)C)=O)O